Sodium (2S,5R)-2-(N-(2-cyclohexylacetyl)carbamimidoyl)-7-oxo-1,6-diazabicyclo[3.2.1]octan-6-yl Sulfate S(=O)(=O)(ON1[C@@H]2CC[C@H](N(C1=O)C2)C(NC(CC2CCCCC2)=O)=N)[O-].[Na+]